3-(6-(4-(6-cyclopropoxypyridin-2-yl)-1H-1,2,3-triazol-1-yl)-1-oxoisoindolin-2-yl)piperidine-2,6-dione C1(CC1)OC1=CC=CC(=N1)C=1N=NN(C1)C1=CC=C2CN(C(C2=C1)=O)C1C(NC(CC1)=O)=O